NC1=C(C=C(S1)S(=O)(=O)NC1=NC(=CC=C1)F)C 5-amino-N-(6-fluoropyridin-2-yl)-4-methylthiophene-2-sulfonamide